NC[C@]1([C@@H]2[C@H]3C[C@H](CC[C@@H]13)C2)CC(=O)O 2-((1S,2R,3R,6S,8S)-2-(aminomethyl)tricyclo[4.2.1.03,8]nonan-2-yl)acetic acid